((5-(dicyclopropylmethyl)-2,3-dihydro-1H-inden-4-yl)carbamoyl)-4-(2-hydroxypropan-2-yl)furan-2-sulfonamide C1(CC1)C(C=1C(=C2CCCC2=CC1)NC(=O)C1=C(OC=C1C(C)(C)O)S(=O)(=O)N)C1CC1